FC(OC1=CC=C(C=C1)NN=C(C#N)C#N)(F)F 2-[2-[4-(trifluoromethoxy)phenyl]hydrazono]-malononitrile